ClC1=NC(=NC=2N1N=CC2C(C)C)C2CC2 4-chloro-2-cyclopropyl-8-isopropylpyrazolo[1,5-a][1,3,5]triazine